C(C)(C)OC=1C(=CC2=CN(N=C2C1)[C@@]12CO[C@@](CC1)(C2)C)C(=O)OC methyl 6-isopropoxy-2-((1S,4S)-1-methyl-2-oxabicyclo[2.2.1]heptan-4-yl)-2H-indazole-5-carboxylate